O=C1NC(CCC1N1C(C2=CC=CC(=C2C1=O)NCC(=O)NC1=CC=C(C=C1)CCOC1=NC(=CC(=N1)N/N=C/C1=CC(=CC=C1)C)N1CCOCC1)=O)=O (E)-2-((2-(2,6-dioxopiperidin-3-yl)-1,3-dioxoisoindolin-4-yl)amino)-N-(4-(2-((4-(2-(3-methylbenzylidene)hydrazino)-6-morpholinopyrimidin-2-yl)oxy)ethyl)phenyl)acetamide